methyl (2S,4S)-4-(N-((1s,4R)-4-methylcyclohexyl)pivalamido)pyrrolidine-2-carboxylate hydrochloride Cl.CC1CCC(CC1)N(C(C(C)(C)C)=O)[C@H]1C[C@H](NC1)C(=O)OC